O1CC(C1)N1CCC(CC1)CC1=CC=C(C=C1)NC(OCC1=CC=C(C=C1)OC)=O 4-methoxybenzyl (4-((1-(oxetan-3-yl)piperidin-4-yl)methyl)phenyl)carbamate